2-Bromo-6-(2-chlorobenzo[h]quinolin-3-yl)phenol BrC1=C(C(=CC=C1)C=1C(=NC2=C3C(=CC=C2C1)C=CC=C3)Cl)O